FC1=CC=C(CC2=CC3=C(OCC(N3C(CN3C[C@H](N(C[C@@H]3CN3[C@@H](COCC3)C)C(=O)OC(C)(C)C)C)=O)C)N=C2)C=C1 tert-butyl (2R,5S)-4-(2-(7-(4-fluorobenzyl)-2-methyl-2,3-dihydro-1H-pyrido[2,3-b][1,4]oxazin-1-yl)-2-oxoethyl)-2-methyl-5-(((R)-3-methylmorpholino)methyl)piperazine-1-carboxylate